N,N-Dimethyl-5-(4,4,5,5-tetramethyl-1,3,2-dioxaborolan-2-yl)-3-pyridinecarboxamide CN(C(=O)C=1C=NC=C(C1)B1OC(C(O1)(C)C)(C)C)C